(R)-(4-(difluoromethyl)-2-(2-hydroxypropan-2-yl)oxazol-5-yl)(4-(6-methylpyrazolo[1,5-a]pyridin-2-yl)-6,7-dihydro-1H-imidazo[4,5-c]pyridin-5(4H)-yl)methanone FC(C=1N=C(OC1C(=O)N1[C@H](C2=C(CC1)NC=N2)C2=NN1C(C=CC(=C1)C)=C2)C(C)(C)O)F